4-[(2-methoxyethyl)amino]-3-methylbenzonitrile COCCNC1=C(C=C(C#N)C=C1)C